FC[C@]1([C@H](C[C@@H](O1)N1C(NC(C=C1)=O)=O)O)CO 1-((2R,4S,5R)-5-(fluoromethyl)-4-hydroxy-5-(hydroxymethyl)tetrahydrofuran-2-yl)pyrimidine-2,4(1H,3H)-dione